N-(2-chloro-3-(2,3-dichloropyridin-4-yl)phenyl)-5-(5-fluoropentyl)-1-methyl-4,5,6,7-tetrahydro-1H-imidazo[4,5-c]pyridine-2-carboxamide ClC1=C(C=CC=C1C1=C(C(=NC=C1)Cl)Cl)NC(=O)C=1N(C2=C(CN(CC2)CCCCCF)N1)C